4-[4-[[4-[5-(1,5-dimethyl-6-oxo-3-pyridinyl)-6-ethyl-2-pyridinyl]piperazin-1-yl]methyl]phenyl]piperazine-1-carboxylic acid tert-butyl ester C(C)(C)(C)OC(=O)N1CCN(CC1)C1=CC=C(C=C1)CN1CCN(CC1)C1=NC(=C(C=C1)C1=CN(C(C(=C1)C)=O)C)CC